COC1=CC=C(C(=N1)C)C1=CC2=C(OC3(CN(CC3)C#N)C(N2)=O)N=C1 7-(6-methoxy-2-methylpyridin-3-yl)-2-oxo-1,2-dihydrospiro[pyrido[2,3-b][1,4]oxazine-3,3'-pyrrolidine]-1'-carbonitrile